N1(OOCC1)C(CC[C@H](NC(=O)OC(C)(C)C)C(=O)O)CNC(=O)OC(C)(C)C 5-dioxapyrrolidin-1-yl-N2,N6-bis(t-butoxycarbonyl)-L-lysine